3-(2-(2,2,7-trifluoro-3-oxo-6-(perfluorophenyl)-2,3-dihydro-4H-benzo[b][1,4]oxazin-4-yl)propanamido)propanoate FC1(C(N(C2=C(O1)C=C(C(=C2)C2=C(C(=C(C(=C2F)F)F)F)F)F)C(C(=O)NCCC(=O)[O-])C)=O)F